N-(4-trifluoromethoxyphenyl)-4-(2-{[4-(morpholin-4-yl)phenyl]amino}pyrimidin-4-yl)piperazine-1-carboxamide FC(OC1=CC=C(C=C1)NC(=O)N1CCN(CC1)C1=NC(=NC=C1)NC1=CC=C(C=C1)N1CCOCC1)(F)F